NC1=CC=C(C=N1)/C=C/C(=O)CCCCCCNC(C1=NC=CC(=C1)OC1=CC=C(C=C1)NC(=O)NC1=CC(=C(C=C1)Cl)C(F)(F)F)=O (E)-N-(6-(3-(6-aminopyridin-3-yl)acryloyl)hexyl)-4-(4-(3-(4-chloro-3-(trifluoromethyl)phenyl)ureido)phenoxy)picolinamide